trifluoromethyl-phenylboronic acid pinacol ester FC(F)(F)CC1(OB(OC1(C)C)C1=CC=CC=C1)C